CC1=CC=C(C=C1)C=1OC2=C(N1)C=CC=C2 2-(4-methylphenyl)benzoxazole